(R)-7-(5-chloro-3-fluoro-2-(isopropylamino)pyridin-4-yl)-2-(5-fluoro-2-(hydroxymethyl)benzyl)-3-(methoxymethyl)-3,4-dihydropyrrolo[1,2-a]pyrazine-1(2H)-one ClC=1C(=C(C(=NC1)NC(C)C)F)C=1C=C2N(C[C@@H](N(C2=O)CC2=C(C=CC(=C2)F)CO)COC)C1